BrC1=CC(=C2C(CCOC2=C1)Cl)Cl 7-bromo-4,5-dichloro-chromane